(S)-ethyl 12-(3-guanidinopropyl)-10-oxo-2,5,8-trioxa-11-azatridecan-13-oate N(C(=N)N)CCC[C@H](NC(COCCOCCOC)=O)C(=O)OCC